CN(C1C[C@H]2CC[C@@H](C1)N2C(=O)OC(C)(C)C)C=2N=NC(=CC2)C=2C=CC(=C1C=NNC21)C=2C=NN(C2)C tert-butyl (1R,3r,5S)-3-(methyl(6-(4-(1-methyl-1H-pyrazol-4-yl)-1H-indazol-7-yl)pyridazin-3-yl)amino)-8-azabicyclo[3.2.1]octane-8-carboxylate